C(N)(OC1COC(C(C1)O)CO)=O 5-hydroxy-6-(hydroxymethyl)tetrahydro-2H-pyran-3-yl carbamate